22,26-dihydroxycholesterol OC(CCC(CO)C)[C@@H](C)[C@H]1CC[C@H]2[C@@H]3CC=C4C[C@@H](O)CC[C@]4(C)[C@H]3CC[C@]12C